sodium 4,2'-ethylidene-bis(4-tert-butylphenyl) phosphate P1(=O)(OC2=CCC(C=C2)(C(C)(C)C)C(C)C2=C(C=CC(=C2)C(C)(C)C)O1)[O-].[Na+]